tert-butyl 4-((1'-(3-chloro-2-cyanophenyl)-2'-oxospiro[cyclohexane-1,3'-indolin]-4'-yl)methyl)piperidine-1-carboxylate ClC=1C(=C(C=CC1)N1C(C2(C3=C(C=CC=C13)CC1CCN(CC1)C(=O)OC(C)(C)C)CCCCC2)=O)C#N